C(CCCCCCCCCCCC)P(OC1=CC=CC=C1)(OC1=CC=CC=C1)[O-] diphenyl mono(tridecylphosphite)